Bis-(2,6-dimethoxybenzoyl)-2,5-dimethylphenylphosphin oxide COC1=C(C(=O)P(C2=C(C=CC(=C2)C)C)(C(C2=C(C=CC=C2OC)OC)=O)=O)C(=CC=C1)OC